ClC1=NC(=NC(=N1)C1=CC=C(C=C1)C)C1=CC=C(C=C1)C 2-chloro-4,6-bis-p-tolyl-1,3,5-triazine